phenylammonia C1(=CC=CC=C1)N